C(CCCCC)N(C(=O)NC1=CC=CC=C1)C N-hexyl-N-methylphenyl-urea